[Na].SCCC 3-mercaptopropane sodium